N-(7-bromo-4-chloro-1-methyl-1H-indazol-3-yl)methanesulfonamide BrC=1C=CC(=C2C(=NN(C12)C)NS(=O)(=O)C)Cl